OCC=C(C(=O)O)C 4-hydroxy-2-methyl-2-butenoic acid